(2R,3S,5R)-5-(6-amino-2-fluoro-9H-purin-9-yl)-2-(((tert-butyldiphenylsilyl)oxy)methyl)-2-ethynyltetrahydrofuran-3-yl acetate C(C)(=O)O[C@@H]1[C@@](O[C@H](C1)N1C2=NC(=NC(=C2N=C1)N)F)(C#C)CO[Si](C1=CC=CC=C1)(C1=CC=CC=C1)C(C)(C)C